COC=1C2=C(N=C(N1)C)N(C(C=C2)=O)C 4-methoxy-2,8-dimethylpyrido[2,3-d]pyrimidin-7(8H)-one